Decane-2,8-dione CC(CCCCCC(CC)=O)=O